(S)-(-)-4-(2-chlorophenyl)-5,5-dimethyl-2-hydroxy-1,3,2-dioxaphosphinane 2-oxide ClC1=C(C=CC=C1)[C@H]1OP(OCC1(C)C)(O)=O